4-Chlorobutanoyl Chloride ClCCCC(=O)Cl